OC=1C=C(C=CC1)C=1C(C2=CC=CC=C2C(C1C1=CC(=CC=C1)O)=O)=O 2,3-bis(3-hydroxyphenyl)-naphthoquinone